O=C1N(CCC(N1)=O)C=1C(=NC=C(C(=O)O)C1)C 5-(2,4-dioxotetrahydropyrimidine-1(2H)-yl)-6-methylnicotinic acid